C(=O)C[C@H](N)C(=O)O 3-formyl-L-alanine